BrC=1C=C2C(=NC=NN2C1)N1CC(C(C1)OCCN1CCCCC1)(F)F 6-bromo-4-[3,3-difluoro-4-[2-(1-piperidinyl)ethoxy]pyrrolidin-1-yl]pyrrolo[2,1-f][1,2,4]triazine